NC=1C=C(C=CC1O)C12CC3(CC(CC(C1)C3)C2)C2=CC(=C(C=C2)O)N 1,3-bis(3-amino-4-hydroxyphenyl)adamantane